CC1=CCOC12CCN(CC2)C2=NC(=C(C#N)C(=C2)N2CC(C2)N2CCNCC2)C(F)(F)F 6-(4-Methyl-1-oxa-8-azaspiro[4.5]dec-3-en-8-yl)-4-(3-(piperazin-1-yl)azetidin-1-yl)-2-(trifluoromethyl)nicotinonitrile